FC(C[C@@H]1N(CCOC1)C1=CC(=C(C(=O)N[C@H](C(=O)O)CC=2C=NC(=CC2)N2C(N(C3=C(C2=O)C=CN=C3)C)=O)C(=C1)C)F)F (S)-2-(4-((S)-3-(2,2-difluoroethyl)morpholinyl)-2-fluoro-6-methylbenzamido)-3-(6-(1-methyl-2,4-dioxo-1,4-dihydropyrido[3,4-d]pyrimidin-3(2H)-yl)pyridin-3-yl)propionic acid